CS(=O)(=O)C=1C=NC=C(C(=O)NCC2=NC=C3C=CC(=NC3=C2)C2=NC(=CC=C2)N2C[C@]3(CCNC3=O)CCC2)C1 |r| (Racemic)-5-(methylsulfonyl)-N-((2-(6-(1-oxo-2,7-diazaspiro[4.5]decan-7-yl)pyridin-2-yl)-1,6-naphthyridin-7-yl)methyl)nicotinamide